C1(CCCCC1)CN1C=2N(CC(C1)CNC(OCCCC)=O)N=CC2 butyl ((4-(cyclohexylmethyl)-4,5,6,7-tetrahydropyrazolo[1,5-a]pyrimidin-6-yl)methyl)carbamate